Potassium dodecyl xanthate O(C(=S)[S-])CCCCCCCCCCCC.[K+]